6-bromo-3-fluoro-2-[[4-(trifluoromethyl)phenyl]methoxy]pyridine BrC1=CC=C(C(=N1)OCC1=CC=C(C=C1)C(F)(F)F)F